1,3-Dihydroxypropan-2-yl (E)-3-(4-acetoxy-3-methoxyphenyl)acrylate C(C)(=O)OC1=C(C=C(C=C1)/C=C/C(=O)OC(CO)CO)OC